4-nitrophenyl-(1-(2-methylbenzo[d]oxazol-4-yl)ethyl)carbamate [N+](=O)([O-])C1=CC=C(C=C1)N(C([O-])=O)C(C)C1=CC=CC2=C1N=C(O2)C